C(C)C1=NC=2C(=NC(=CC2C)C)N1CC=1C=NC(=NC1)C=1C=C(C=CC1C(=O)O)C1=CC(=CC=C1)C 3-(5-((2-ethyl-5,7-dimethyl-3H-imidazo[4,5-b]pyridin-3-yl)methyl)pyrimidin-2-yl)-3'-methylbiphenyl-4-carboxylic Acid